C(C1=CC=CC=C1)O[C@@H]1[C@@H](CO[C@@H]([C@@H]1OCC1=CC=CC=C1)COCC1=CC=CC=C1)NS(=O)(=O)C N-((3R,4R,5R,6R)-4,5-bis(benzyloxy)-6-((benzyloxy)methyl)tetrahydro-2H-pyran-3-yl)methanesulfonamide